1-[[2-(difluoromethoxy)pyridin-4-yl]methyl]-3-[rac-(1R,5S,6R)-2,2-difluoro-6-bicyclo[3.1.0]hexanyl]urea FC(OC1=NC=CC(=C1)CNC(=O)N[C@@H]1[C@H]2CCC([C@@H]12)(F)F)F |r|